(2R,3S,4R,5R)-2-[2-(2-amino-3-fluoroquinolin-7-yl)ethyl]-5-(4-methyl-7H-pyrrolo[2,3-d]pyrimidin-7-yl)tetrahydrothiophene-3,4-diol NC1=NC2=CC(=CC=C2C=C1F)CC[C@H]1S[C@H]([C@@H]([C@@H]1O)O)N1C=CC2=C1N=CN=C2C